C(#N)C=1C=C(C(=NO)Cl)C=CC1 3-cyano-N-hydroxyiminobenzyl chloride